N-methylimidazo[1,5-a]Pyridine-6-carboxamide CNC(=O)C=1C=CC=2N(C1)C=NC2